3,3'-dithiobis(propane-1-ol) C(CCSSCCCO)O